tert-butyl 6-(4-iodophenoxy)hexanoate IC1=CC=C(OCCCCCC(=O)OC(C)(C)C)C=C1